9,9-bis(5-glycidyloxynaphthalen-2-yl)-9H-fluorene C(C1CO1)OC1=C2C=CC(=CC2=CC=C1)C1(C2=CC=CC=C2C=2C=CC=CC12)C1=CC2=CC=CC(=C2C=C1)OCC1CO1